bis(2-hydroxynaphthalen-1-yl)-methane OC1=C(C2=CC=CC=C2C=C1)CC1=C(C=CC2=CC=CC=C12)O